C[C@@H]1CN(C[C@@H](O1)C)C(=O)C=1C2=C(N(N1)CC(=O)N1CCN(CC1)C1=C(C(=CC=C1)F)C)CCC2 2-{3-[(2R,6S)-2,6-Dimethylmorpholin-4-carbonyl]-5,6-dihydrocyclopenta[c]pyrazol-1(4H)-yl}-1-[4-(3-fluoro-2-methylphenyl)piperazin-1-yl]ethan-1-on